[N+](=O)([O-])CCC1CC1 (2-nitroethyl)cyclopropane